FC1=CC(=C(C=C1C1=NN=C(N1)C)NC(=O)C=1C=NN2C1C=CC(=C2)OC)C N-[4-Fluoro-2-methyl-5-(5-methyl-4H-1,2,4-triazol-3-yl)phenyl]-6-methoxypyrazolo[1,5-a]pyridine-3-carboxamide